1,1-dioxo-2,3,4,5-tetrahydro-1λ6,2-benzothiazepine-8-carboxylic acid O=S1(NCCCC2=C1C=C(C=C2)C(=O)O)=O